[Sn].[Se]1(C=CC=C1)=O.[Se]1(C=CC=C1)=O diselenophenone tin